2-(5-chloro-2-methoxypyridin-4-yl)-1-[(3S)-3-({5-[5-(1,1-difluoroethyl)-1-methyl-1H-1,2,4-triazol-3-yl]-6-methylpyridin-2-yl}amino)pyrrolidin-1-yl]propan-1-one ClC=1C(=CC(=NC1)OC)C(C(=O)N1C[C@H](CC1)NC1=NC(=C(C=C1)C1=NN(C(=N1)C(C)(F)F)C)C)C